CN([C@@H](C)C(=O)O)C1=CC=CC=C1 N-methyl-phenyl-alanine